C(C)C=COCC Ethyl ethyl-vinyl ether